3-(4-(7-(2-(2-((2,6-dichlorophenyl)amino)phenyl)acetyl)-7H-pyrrolo[2,3-d]pyrimidin-4-yl)-1H-pyrazol-1-yl)propanenitrile ClC1=C(C(=CC=C1)Cl)NC1=C(C=CC=C1)CC(=O)N1C=CC2=C1N=CN=C2C=2C=NN(C2)CCC#N